NC1=C2C(=NC=N1)N(N=C2C2=NOC(=C2C2=NC=C(C=N2)C2CCN(CC2)C(=O)OCC(=O)O)C2CC2)C21CC(C2)C1 2-[4-[2-[3-[4-amino-1-(1-bicyclo[1.1.1]pentanyl)pyrazolo[3,4-d]pyrimidin-3-yl]-5-cyclopropyl-isoxazol-4-yl]pyrimidin-5-yl]piperidine-1-carbonyl]oxyacetic acid